2'-[6-amino-5-(trifluoromethyl)pyridin-3-yl]-N-{1-[3-(difluoromethyl)-1-methyl-1H-pyrazol-4-yl]ethyl}-5',6'-dihydrospiro[azetidine-3,4'-pyrrolo[1,2-b]pyrazole]-1-carboxamide NC1=C(C=C(C=N1)C=1C=C2N(N1)CCC21CN(C1)C(=O)NC(C)C=1C(=NN(C1)C)C(F)F)C(F)(F)F